FC1=C(C(=O)OC)C=CC(=C1)OC1=NC=CC=N1 methyl 2-fluoro-4-pyrimidin-2-yloxy-benzoate